CC1=C(C=CC=C1COC1=CC(=C(C=O)C=C1Cl)OC)C1=C(C(=CC=C1)COC1=CC(=C(C=O)C=C1Cl)OC)C 4,4'-(((2,2'-dimethyl-[1,1'-biphenyl]-3,3'-diyl)bis(methylene))bis(oxy))bis(5-chloro-2-methoxybenzaldehyde)